5-Norbornen-2-ylcarbonyloxymethylphosphonic acid C12C(CC(C=C1)C2)C(=O)OCP(O)(O)=O